1-(3-(4-chloro-3,5-dimethylphenoxy)propyl)-4-((2-methylbenzyl)(m-tolyl)amino)-1H-pyrrole-2-carboxylic acid ClC1=C(C=C(OCCCN2C(=CC(=C2)N(C=2C=C(C=CC2)C)CC2=C(C=CC=C2)C)C(=O)O)C=C1C)C